NC1=NC=CC=C1C1=NC=2C(=NC(=CC2)C=2C=NC(=CC2)OC)N1C1=CC=C(C=C1)CO (4-(2-(2-aminopyridin-3-yl)-5-(6-methoxypyridin-3-yl)-3H-imidazo[4,5-b]pyridin-3-yl)phenyl)methanol